CC(CCCCCC)P([O-])([O-])=O.[Nd+3].CC(CCCCCC)P([O-])([O-])=O.CC(CCCCCC)P([O-])([O-])=O.[Nd+3] neodymium (1-methylheptyl)phosphonate